4-Phenyl-1,2,4-triazolin-3,5-dion C1(=CC=CC=C1)N1C(N=NC1=O)=O